N,N,N-trimethyl-2-((2-octyldodecyl)oxy)-2-oxoethan-1-aminium methanesulphonate CS(=O)(=O)[O-].C[N+](CC(=O)OCC(CCCCCCCCCC)CCCCCCCC)(C)C